2,6-bis(t-butyl)hydroxytoluene ethyl-(5Z)-1,2,3,4,7,8-hexahydroazocine-3-carboxylate C(C)OC(=O)C1CNCC\C=C/C1.C(C)(C)(C)C1=C(CO)C(=CC=C1)C(C)(C)C